NC=1C=2N(C(=CN1)Cl)C(=NC2C2=CC=C(C=C2)[C@](C)(C2=CC(=CC=C2)C(F)(F)F)O)[C@@H]2CC[C@H]1COCC(N1C2)=O (7R,9aS)-7-[8-Amino-5-chloro-1-(4-{(1R)-1-hydroxy-1-[3-(trifluoromethyl)phenyl]ethyl}phenyl)-imidazo[1,5-a]pyrazin-3-yl]hexahydropyrido[2,1-c][1,4]oxazin-4(3H)-on